N1=C(C=CC=C1)C(=O)N pyridine-2-Carboxamide